C1(CC1)C=1N=NN(C1)[C@H](C(=O)N1[C@@H](C[C@H](C1)O)C(=O)N[C@H]1[C@@H](C1)C1=CC(=C(C=C1)F)OC)C(C)(C)C (2S,4r)-1-[(2S)-2-(4-cyclopropyl-triazol-1-yl)-3,3-dimethyl-butyryl]-N-[(1r,2S)-2-(4-fluoro-3-methoxy-phenyl)cyclopropyl]-4-hydroxy-pyrrolidine-2-carboxamide